N-(((2S,5R)-6-hydroxy-7-oxo-1,6-diazabicyclo[3.2.1]octan-2-yl)(imino)methyl)-6-(trifluoromethyl)nicotinamide ON1[C@@H]2CC[C@H](N(C1=O)C2)C(NC(C2=CN=C(C=C2)C(F)(F)F)=O)=N